[N+](=O)([O-])C=1C=C(C=CC1CC(C)C)B(O)O (3-NITRO-4-ISOBUTYLPHENYL)BORONIC ACID